METHYL NAPHThYL KETON C1(=CC=CC2=CC=CC=C12)C(=O)C